CC1=CC=CC=C1 4-methylbenzen